NC=1N=C(C=2C(N1)=CN(N2)CC2=C(C=C(C=C2)N2CCN(CC2)C(CCCCNC(OC(CCCCCCCC\C=C/C\C=C/CCCCC)CCCCCCCC\C=C/C\C=C/CCCCC)=O)=O)OC)NCCCC (6Z,9Z,28Z,31Z)-heptatriaconta-6,9,28,31-tetraen-19-yl (5-(4-(4-((5-amino-7-(butylamino)-2H-pyrazolo[4,3-d]pyrimidin-2-yl)methyl)-3-methoxyphenyl)piperazin-1-yl)-5-oxopentyl)carbamate